tert-butyl 4-(6-phenyl-2-((2-(trifluoromethyl)pyridin-4-yl)amino)pyrimidin-4-yl)piperidine-1-carboxylate C1(=CC=CC=C1)C1=CC(=NC(=N1)NC1=CC(=NC=C1)C(F)(F)F)C1CCN(CC1)C(=O)OC(C)(C)C